NC(C(=O)NC1=NC=C(C=C1)C1=C(C=NN1C)C)C1C2(CC2)CCC12CC2 2-amino-N-(5-(1,4-dimethyl-1H-pyrazol-5-yl)pyridin-2-yl)-2-(dispiro[2.1.25.23]nonan-4-yl)acetamide